C(C)(C)(C)OC(=O)N1CC(CC1)CN(C(CCl)=O)[C@H](C(C)(C)C)C=1N(C=C(C1)C1=C(C=CC(=C1)F)F)CC1=CC=CC=C1 tert-butyl-3-{[{(1R)-1-[1-benzyl-4-(2,5-difluorophenyl)-1H-pyrrol-2-yl]-2,2-dimethylpropyl}(chloroacetyl)amino]methyl}pyrrolidine-1-carboxylate